N1C(=CC2=CC=CC=C12)C(=O)[O-] indoleate